3-(6-(3-chloro-4-(2,2,2-trifluoroethyl)benzyloxy)naphthalen-2-yl)-1-isopropyl-1H-pyrazolo[3,4-d]pyrimidin-4-amine ClC=1C=C(COC=2C=C3C=CC(=CC3=CC2)C2=NN(C3=NC=NC(=C32)N)C(C)C)C=CC1CC(F)(F)F